bis(triphenylphosphoranylidene)-ammonium chloride [Cl-].C1(=CC=CC=C1)P(C1=CC=CC=C1)(C1=CC=CC=C1)=[N+]=P(C1=CC=CC=C1)(C1=CC=CC=C1)C1=CC=CC=C1